OC=1C=C(C(=O)OCCCCCCCCCCCCCCC)C=CC1 pentadecyl 3-hydroxybenzoate